FC1=C2CN(CC2=CC(=C1OCCCOC=1C(=CC2=C(C=C(S2)C(CCC(OC[C@H]([C@H]([C@@H]([C@@H](CO)O)O)O)O)=O)=O)C1F)OC)OC)C(=O)OC(C)(C)C tert-butyl 4-fluoro-5-[3-[4-fluoro-6-methoxy-2-[4-oxo-4-[(2R,3R,4R,5R)-2,3,4,5,6-pentahydroxyhexoxy] butanoyl] benzothiophen-5-yl] oxypropoxy]-6-methoxy-isoindoline-2-carboxylate